C(#C)C=1C=CC=C2C=CC=C(C12)C1=C(C=2N=C(N=C(C2C=N1)N1CC(CCC1)(O)C)OCC12CCCN2CCC1)F 1-(7-(8-ethynylnaphthalen-1-yl)-8-fluoro-2-((hexahydro-1H-pyrrolizin-7a-yl)methoxy)pyrido[4,3-d]pyrimidin-4-yl)-3-methylpiperidin-3-ol